(1S,3R,5S)-N-(4-((1R,3S)-3-(cyclopropylmethyl)-6-methoxy-1,2,3,4-tetrahydroisoquinolin-1-yl)phenyl)adamantan-1-amine C1(CC1)C[C@@H]1N[C@@H](C2=CC=C(C=C2C1)OC)C1=CC=C(C=C1)NC12CC3CC(CC(C1)C3)C2